O(C1=CC=CC=C1)C1=CC=C(C=C1)NC=1C2=C(N=C(N1)CO)NC=C2 {4-[(4-phenoxyphenyl)amino]-7H-pyrrolo[2,3-d]pyrimidin-2-yl}methanol